2-fluoro-1,3-benzothiazole FC=1SC2=C(N1)C=CC=C2